ClC1=NN=C(C=2C1=NN(C2C)C2=CC=C(C=C2)C)N2CCC(CC2)C(=O)NCCCN(C)C 1-(7-chloro-3-methyl-2-(p-tolyl)-2H-pyrazolo[3,4-d]pyridazin-4-yl)-N-(3-(dimethylamino)propyl)piperidine-4-carboxamide